rac-N-((4R,5S)-7-ethyl-3-methyl-4-(3-(4-morpholinobut-2-ynamido)phenyl)-6-oxo-1-phenyl-4,5,6,7-tetrahydro-1H-pyrazolo[3,4-b]pyridin-5-yl)-3-(trifluoromethyl)benzamide C(C)N1C2=C([C@H]([C@@H](C1=O)NC(C1=CC(=CC=C1)C(F)(F)F)=O)C1=CC(=CC=C1)NC(C#CCN1CCOCC1)=O)C(=NN2C2=CC=CC=C2)C |r|